ONC(C1=C(C(=CC=C1)N1CC(C1)OC1=CC=C(C=C1)COC=1C=NC=CC1)N1C=CC=C1)=O N-hydroxy-3-(3-(4-((pyridin-3-yloxy)methyl)phenoxy)azetidin-1-yl)-2-(1H-pyrrol-1-yl)benzamide